3-((6-cyanoquinolin-4-yl)amino)-N-(3-(pyridin-4-yloxy)phenyl)benzamide C(#N)C=1C=C2C(=CC=NC2=CC1)NC=1C=C(C(=O)NC2=CC(=CC=C2)OC2=CC=NC=C2)C=CC1